CC(CC(C)N)N 1-methyl-1,3-butanediamine